(R)-3-(3-(3-(trifluoromethyl)-4-((4-(trifluoromethyl)benzyl)oxy)phenyl)-1,2,4-oxadiazol-5-yl)piperidine-1-carboximidamide hydrochloride Cl.FC(C=1C=C(C=CC1OCC1=CC=C(C=C1)C(F)(F)F)C1=NOC(=N1)[C@H]1CN(CCC1)C(N)=N)(F)F